CN(S(=O)(=O)N([C@@H]1[C@@H](N(CC1)C(=O)OC(C)(C)C)CO)CC1=CC=C(C=C1)OC)C tert-butyl (CIS)-3-[(dimethylsulfamoyl)[(4-methoxyphenyl)methyl]amino]-2-(hydroxymethyl)pyrrolidine-1-carboxylate